FC(C(=O)O)(F)F.O=C1NC(CC[C@@H]1NC1=CC=C(C=C1)C1CCN(CC1)CC(=O)O)=O (S)-2-(4-(4-((2,6-dioxopiperidin-3-yl)amino)phenyl)piperidin-1-yl)acetic acid compound with 2,2,2-trifluoroacetic acid